1,1-dichloro-3,3-dibutyl-1,3-disilacyclobutane Cl[Si]1(C[Si](C1)(CCCC)CCCC)Cl